isopropyl-5,6-dihydro-4H-1,3-oxazine C(C)(C)C=1OCCCN1